5-fluoro-6-(2-hydroxyethoxy)nicotinamide FC=1C(=NC=C(C(=O)N)C1)OCCO